NC1=NC2=CC=C(C=C2C(N1)=O)CSC1=CC=C(C(=O)N[C@H](C(=O)O)CCC#C)C=C1 (S)-2-(4-(((2-amino-4-oxo-3,4-dihydroquinazolin-6-yl)methyl)thio)benzamido)hex-5-ynoic acid